N-(tert-butoxycarbonyl)-L-valyl-N5-carbamoyl-L-ornithine C(C)(C)(C)OC(=O)N[C@@H](C(C)C)C(=O)N[C@@H](CCCNC(N)=O)C(=O)O